N-[2-[3-(Trimethoxysilyl) propylamino] ethyl] ethylenediamine Methyl 3-amino-5-cyclopropyl-6-(3-methylimidazo[4,5-c]pyridin-7-yl)pyrazine-2-carboxylate NC=1C(=NC(=C(N1)C1CC1)C=1C2=C(C=NC1)N(C=N2)C)C(=O)OC.CO[Si](CCCNCCNCCN)(OC)OC